COC(C1=C(C=CC=C1)CN1C(C=CC=C1)=O)=O.COC=1C=C(C=CC1OC)C=1NC2=CC=C(C=C2C1C(C)C)C1CCN(CC1)C(COC1CCN(CC1)C)=O 1-(4-(2-(3,4-dimethoxyphenyl)-3-isopropyl-1H-indol-5-yl)piperidin-1-yl)-2-((1-methylpiperidin-4-yl)oxy)ethan-1-one methyl-2-((2-oxopyridin-1(2H)-yl)methyl)benzoate